ClC1=C(C(=O)O)C=C(C(=C1Cl)F)[N+](=O)[O-] 2,3-Dichloro-4-fluoro-5-nitrobenzoic acid